N-(4-(dimethyl-amino)butyl)-6-[18F]fluoronicotinamide CN(CCCCNC(C1=CN=C(C=C1)[18F])=O)C